CC=1C=C(C(=O)C=2N(C=CC2)\C(\C(=O)OC)=C\OC)C=C(C1)C methyl (E)-2-[2-(3,5-dimethyl-benzoyl) pyrrol-1-yl]-3-methoxypropenoate